C1(=CC=CC=C1)C#CCC=1C=C2C(C(=O)OC2=O)=CC1 4-(phenylpropan-2-ynyl)phthalic anhydride